[I-].C[NH+]1CC(C2=CC=CC=C12)(C)C 1,3,3-trimethyl-1H-indolium iodide